tert-butyl (5-chloro-4-(4-((5-chloro-6-(2H-1,2,3-triazol-2-yl)pyridin-3-yl) carbamoyl)-5-(trifluoromethyl)-1H-pyrazol-1-yl)pyridin-2-yl)carbamate ClC=1C(=CC(=NC1)NC(OC(C)(C)C)=O)N1N=CC(=C1C(F)(F)F)C(NC=1C=NC(=C(C1)Cl)N1N=CC=N1)=O